C(C)(C)(C)OC(C(C)N1CC[C@@H]2N(CC([C@@H]21)(F)F)C(=O)OC(C)(C)C)=O (cis)-tert-butyl 4-(1-(tert-butoxy)-1-oxoprop-2-yl)-3,3-difluorohexahydropyrrolo[3,2-b]pyrrole-1(2H)-carboxylate